potassium dodecane CCCCCCCCCCCC.[K]